C(C)C1=C(C=C(C=O)C=C1)B1OC(C(O1)(C)C)(C)C 4-ethyl-3-(4,4,5,5-tetramethyl-1,3,2-dioxaborolan-2-yl)benzaldehyde